FC1=CC=C2C3=C(NC2=C1)C(=NC(=C3)C(=O)O)C3=CC=C(C=C3)OCC=3C=NC=CC3 7-fluoro-1-(4-(pyridin-3-ylmethoxy)phenyl)-9H-pyrido[3,4-b]indole-3-carboxylic acid